BrC1=CC2=C(N(C(=N2)N(C)C)COCC[Si](C)(C)C)C(=C1)C1OCCO1 5-bromo-7-(1,3-dioxolan-2-yl)-N,N-dimethyl-1-{[2-(trimethylsilyl)ethoxy]methyl}-1,3-benzodiazol-2-amine